N-((1R,4R)-4-(((2-((1-(2-cyanopropan-2-yl)-3-methyl-1H-pyrazol-4-yl)amino)pyrimidin-4-yl)oxy)methyl)cyclohexyl)acetamide methyl-heptadecanate COC(CCCCCCCCCCCCCCCC)=O.C(#N)C(C)(C)N1N=C(C(=C1)NC1=NC=CC(=N1)OCC1CCC(CC1)NC(C)=O)C